C1(CCC1)C(=O)N1CCC(CC1)NC1=CC(=NC(=N1)N1CCCC1)C(=O)OC methyl 6-((1-(cyclobutanecarbonyl)piperidin-4-yl)amino)-2-(pyrrolidin-1-yl)pyrimidine-4-carboxylate